5,6,7-trifluoro-2-(((tetrahydro-2H-pyran-4-yl)thio)methyl)-3-((2-(trimethylsilyl)ethoxy)-methyl)quinazolin-4(3H)-one FC1=C2C(N(C(=NC2=CC(=C1F)F)CSC1CCOCC1)COCC[Si](C)(C)C)=O